(1R,3S)-3-((1-((6-chloropyridin-3-yl)amino)isoquinolin-6-yl)oxy)cyclohexane-1-carbonitrile ClC1=CC=C(C=N1)NC1=NC=CC2=CC(=CC=C12)O[C@@H]1C[C@@H](CCC1)C#N